octadeceneoic acid C(C=CCCCCCCCCCCCCCCC)(=O)O